FC(C1=CC=C(C=C1)C1=NCCC2=C1C=CO2)(F)F 4-(4-(trifluoromethyl)phenyl)-6,7-dihydrofuro[3,2-c]pyridine